(2-methylsulfanylpyrimidin-5-yl)methanol CSC1=NC=C(C=N1)CO